FC1(CCN(CC1)C=1N=C(C=C2C=CC=NC12)NC(C1=CC=C(C=C1)NS(=O)(=O)[C@@H](CO)C)=O)F N-[8-(4,4-difluoropiperidin-1-yl)-1,7-naphthyridin-6-yl]-4-[(2R)-1-hydroxypropane-2-sulfonamido]benzamide